(Fmoc)-maleimide C(=O)(OCC1C2=CC=CC=C2C2=CC=CC=C12)C=1C(=O)NC(C1)=O